8-(bicyclo[1.1.1]pentan-1-yl)-2-(methylsulfinyl)-7-oxo-7,8-dihydropyrido[2,3-d]pyrimidine-6-carbonitrile C12(CC(C1)C2)N2C(C(=CC1=C2N=C(N=C1)S(=O)C)C#N)=O